C(C)OC1=NNC2=NC(=NC=C21)N2CCC1(CC(N(C1)C=1C=NC(=CC1)C(F)(F)F)=O)CC2 8-(3-ethoxy-1H-pyrazolo[3,4-d]pyrimidin-6-yl)-2-(6-(trifluoromethyl)pyridin-3-yl)-2,8-diazaspiro[4.5]decan-3-one